benzyl 2-[(3-bromo-2-fluoro-phenyl) methyl]-6-oxa-3-azabicyclo[3.1.0]hexane-3-carboxylate BrC=1C(=C(C=CC1)CC1C2OC2CN1C(=O)OCC1=CC=CC=C1)F